5-vinyl-oxazole C(=C)C1=CN=CO1